(3R,7R)-9-((S*)-1-(2-(cyclopropylamino)pyrimidin-5-yl)ethyl)-2-(3,4-dichlorobenzoyl)-3,7-dimethyl-1,2,3,4,8,9-hexahydropyrido[4',3':3,4]pyrazolo[1,5-a]pyrazin-10(7H)-one C1(CC1)NC1=NC=C(C=N1)[C@H](C)N1C(C=2N([C@@H](C1)C)N=C1C2CN([C@@H](C1)C)C(C1=CC(=C(C=C1)Cl)Cl)=O)=O |o1:10|